trans-1,4-bis(isocyanatomethyl)cyclohexane N(=C=O)C[C@@H]1CC[C@H](CC1)CN=C=O